4,4'-methylenebis(2-(3-hexyl)cyclohexylamine) C(C1CC(C(CC1)N)C(CC)CCC)C1CC(C(CC1)N)C(CC)CCC